4-thiophene-dimethylamine S1C(=CC(=C1)CN)CN